pyrenyl-trimethoxysilane C1(=CC=C2C=CC3=CC=CC4=CC=C1C2=C34)[Si](OC)(OC)OC